t-Butyl (4R)-4-[3-[[(3S)-2,6-dioxo-3-piperidyl]-methyl-amino]phenyl]-3,3-difluoro-piperidine-1-carboxylate O=C1NC(CC[C@@H]1N(C=1C=C(C=CC1)[C@@H]1C(CN(CC1)C(=O)OC(C)(C)C)(F)F)C)=O